lithium-aluminum silicon [Si].[Al].[Li]